tri(2-ethylhexyl) phosphate P(=O)(OCC(CCCC)CC)(OCC(CCCC)CC)OCC(CCCC)CC